N-(2-cyanobenzo[d]thiazol-6-yl)-2-((4-nitrophenyl)carbamothioyl)hydrazine-1-carboxamide C(#N)C=1SC2=C(N1)C=CC(=C2)NC(=O)NNC(NC2=CC=C(C=C2)[N+](=O)[O-])=S